C(C)N(CCCN1C(=CN2C1SC1=C2C=CC=C1)N1CCOCC1)CC N-(3-(diethylamino)propyl)-2-morpholinobenzo[d]imidazo[2,1-b]thiazole